FC1=CC(=C(OC2=C(C(=O)NC=3C=C(C=CC3)P(O)(=O)C)C=CC(=C2)C(F)(F)F)C=C1)C (3-(2-(4-fluoro-2-methylphenoxy)-4-(trifluoromethyl)benzamido)phenyl)(methyl)phosphinic acid